C1(CC1)NC(=O)C1=C(C=CC=C1)C1=C(C=CC=C1)C (cyclopropylcarbamoyl)-2'-methyl-[1,1'-biphenyl]